C(O)C(C(=O)N)CCCCCCCCCCCCCCCC methylol-stearic acid amide